FC1=CC=C(C=C1)N1C(=CC2=C1C=C1C=NN(C1=C2)S(=O)(=O)C2=CC=C(C=C2)C)C(C)C 5-(4-fluorophenyl)-6-isopropyl-1-(p-tolylsulfonyl)pyrrolo[2,3-f]indazole